Cl.Cl.F[C@H]1CN(CC1)C1CNCC1 (3R)-3-fluoro-1-pyrrolidin-3-yl-pyrrolidine dihydrochloride